phenyl-(p-chlorophenyl)(p-bromophenyl)arsine C1(=CC=CC=C1)[As](C1=CC=C(C=C1)Br)C1=CC=C(C=C1)Cl